Cl.F\C(=C/CN)\CN1C(=NC2=C1C=CC=C2C2=CC(=CC=C2)F)C(F)(F)F (Z)-3-fluoro-4-(4-(3-fluorophenyl)-2-(trifluoromethyl)-1H-benzo[d]imidazol-1-yl)but-2-en-1-amine hydrochloride